(R)-1-((2-(2'-chloro-3'-(3-((3-hydroxypyrrolidin-1-yl)methyl)-1,7-naphthyridin-8-ylamino)-2-methylbiphenyl-3-yl)-7-cyanobenzo[d]oxazol-5-yl)methyl)piperidine-4-carboxylic acid ClC1=C(C=CC=C1NC=1N=CC=C2C=C(C=NC12)CN1C[C@@H](CC1)O)C1=C(C(=CC=C1)C=1OC2=C(N1)C=C(C=C2C#N)CN2CCC(CC2)C(=O)O)C